IC1=C(C(=O)O)C(=CC(=C1)OC)OC 2-Iodo-4,6-dimethoxybenzoic acid